CCC(CC)NC(=O)C1=NNC(=C1)C=1C=C(C=CC1)C=1OC(=CN1)C(=O)N[C@@H](C(=O)OCC)C1=CC=CC=C1 (R)-Ethyl 2-(2-(3-(3-(pentan-3-ylcarbamoyl)-1H-pyrazol-5-yl) phenyl) oxazole-5-carboxamido)-2-phenylacetate